C1(CCCC1)NC(=O)C1=CC2=C(N=C(N=C2N2CCOCC2)N/N=C/C=2C=C(C=CC2)C)S1 N-cyclopentyl-4-morpholino-2-[(2E)-2-(m-tolylmethylene)hydrazino]thieno[2,3-d]pyrimidine-6-carboxamide